C(C)(C)C=1C=C(C=CC1)C1CC2(C1)CN(CC2)C(=O)C2CC1(C2)NC(OC1)=O (2s,4s)-2-(2-(3-isopropylphenyl)-6-azaspiro[3.4]octane-6-carbonyl)-7-oxa-5-azaspiro[3.4]octan-6-one